bromo-7'-(methyl-d3)-3',4'-dihydro-1'h-spiro[pyrrolidine-3,2'-[1,8]naphthyridine]-1-carboxylic acid tert-butyl ester C(C)(C)(C)OC(=O)N1CC2(N(C3=NC(=CC=C3CC2)C([2H])([2H])[2H])Br)CC1